S(=O)([O-])[O-].[NH4+].[NH4+] Ammonium sulfit